[Li].C1(=CC=CC=C1)P(O)(=O)C(C1=C(C=C(C=C1C)C)C)=O phenyl-2,4,6-trimethylbenzoyl-phosphinic acid lithium